9-((1-(5-methoxy-2-(1-methyl-1H-pyrazol-4-yl)-4-nitrophenyl)piperidin-4-yl)methyl)-2,9-diazaspiro[5.5]undecane-2-carboxylic acid benzyl ester C(C1=CC=CC=C1)OC(=O)N1CC2(CCC1)CCN(CC2)CC2CCN(CC2)C2=C(C=C(C(=C2)OC)[N+](=O)[O-])C=2C=NN(C2)C